tert-Butyl (2S,4R)-2-((difluoromethoxy)methyl)-4-((methylsulfonyl)oxy)pyrrolidin-1-carboxylate FC(OC[C@H]1N(C[C@@H](C1)OS(=O)(=O)C)C(=O)OC(C)(C)C)F